3-hydroxy-4-methylenepiperidine-1-carboxylic acid tert-butyl ester C(C)(C)(C)OC(=O)N1CC(C(CC1)=C)O